1-phenyl-3-(4-biphenylyl)-5-(4-tert-butyl-phenyl)-pyrazoline C1(=CC=CC=C1)N1NC(=CC1C1=CC=C(C=C1)C(C)(C)C)C1=CC=C(C=C1)C1=CC=CC=C1